CC(=C)C1=C(C(=C(C(=C1F)F)F)F)F alpha-methyl-2,3,4,5,6-pentafluorostyrene